ClC=1C=2N(C=CN1)C(=NC2)[C@H]2N(CCC2)C(=O)OCC2=CC=CC=C2 Benzyl (2S)-2-(8-chloro-imidazo-[1,5-a]pyrazin-3-yl)pyrrolidine-1-carboxylate